C1(=CC=CC=C1)N(C1=CC=CC=C1)CC=1N=NNC1 (di-phenylaminomethyl)triazole